C1(CC1)C(N)C(=O)O alpha-cyclopropyl-glycine